C(C1=CC=CC=C1)OC(C[C@@H](C(CF)=O)NC(=O)[C@@]1(CC(=NO1)C1=NC=CC2=CC=CC=C12)C(C)C)=O (S)-5-fluoro-3-((R)-5-isopropyl-3-(isoquinolin-1-yl)-4,5-dihydroisoOxazole-5-carboxamido)-4-oxopentanoic acid benzyl ester